ClC1=C(C=CC=C1)N1N=C(C=C1C1=CC=C2C=NN(C2=C1)C)COC(C(=O)O)(C)C 2-([1-(2-Chlorophenyl)-5-(1-methyl-1H-indazol-6-yl)-1H-pyrazol-3-yl]methoxy)-2-methylpropanoic acid